4-chloro-1-isopropyl-1H-pyrazolo[4,3-c]Pyridine-3-carbaldehyde ClC1=NC=CC2=C1C(=NN2C(C)C)C=O